(1-(4-amino-3-methoxyphenyl)piperidin-4-yl)methanol NC1=C(C=C(C=C1)N1CCC(CC1)CO)OC